OC(CN(CCC(C(CCCCCCCCCC)O)NCCN1CCN(CC1)CCN(CC(CCCCCCCCCC)O)CC(CCCCCCCCCC)O)CC(CCCCCCCCCC)O)CCCCCCCCCC 1,1'-((2-(4-(2-((1-(bis(2-hydroxydodecyl)amino)-4-hydroxytetradecan-3-yl)amino)ethyl)piperazin-1-yl)ethyl)azanediyl)bis(dodecan-2-ol)